ClC1=C(C=NC=C1[N+](=O)[O-])N1C[C@@H](OCC1)C(=O)N1[C@H](C2=C(C=C(C=C2CC1)Cl)Cl)C ((R)-4-(4-chloro-5-nitropyridin-3-yl)morpholin-2-yl)((S)-6,8-dichloro-1-methyl-3,4-dihydroisoquinolin-2(1H)-yl)methanone